C(#N)C=1C=C(C=CC1O[C@@H]1[C@@H]2[C@H](OC1)[C@H](CO2)OCC(F)F)C=2SC(=C(N2)C)C(=O)O 2-(3-cyano-4-{[(3S,3aR,6S,6aR)-6-(2,2-difluoroethoxy)hexahydrofuro[3,2-b]furan-3-yl]oxy}phenyl)-4-methylthiazole-5-carboxylic acid